5-(3-chloro-8-((1S,2S)-2-ethylcyclopropyl)imidazo[1,2-b]pyridazin-6-yl)pyrimidine-2,4(1H,3H)-dione ClC1=CN=C2N1N=C(C=C2[C@@H]2[C@H](C2)CC)C=2C(NC(NC2)=O)=O